Cl.FC1([C@H](NC1)C)F (2R)-3,3-difluoro-2-methylazetidine hydrochloride